N-ETHYL-3-(4-FORMYL-2-METHOXYPHENOXY)PROPANAMIDE C(C)NC(CCOC1=C(C=C(C=C1)C=O)OC)=O